[9C]ethanol [9CH2](C)O